FC(S(=O)(=O)[O-])(F)F.OC1=CC=C(C=C1)[S+](C1=CC=CC=C1)C1=CC=C(C=C1)O bis(4-hydroxyphenyl)(phenyl)sulfonium trifluoromethanesulfonate